C(CCC)[C@]1(CS(C2=C(N(C1)C1=CC=C(C=C1)F)C=C(C(=C2)CSC(C(=O)O)(C)C)OC)(=O)=O)CC (R)-2-(((3-butyl-3-ethyl-5-(4-fluorophenyl)-7-methoxy-1,1-dioxido-2,3,4,5-tetrahydro-1,5-benzothiazepin-8-yl)methyl)thio)-2-methylpropanoic acid